2-((S)-1-(1-(3-isopropyl-1,2,4-oxadiazol-5-yl)piperidin-4-yl)ethoxy)-6-(2-fluoro-6-(methylthio)pyridin-3-yl)-5,6-dihydroimidazo[2,1-b][1,3,4]thiadiazole C(C)(C)C1=NOC(=N1)N1CCC(CC1)[C@H](C)OC1=NN2C(S1)=NC(C2)C=2C(=NC(=CC2)SC)F